(3R,6R)-6-methylpiperazine-1,3-dicarboxylic acid 1-(tert-butyl) ester 3-methyl ester COC(=O)[C@H]1CN([C@@H](CN1)C)C(=O)OC(C)(C)C